(S)-1-(5-chloro-3-methyl-pyridin-2-yl)-4-(3,4-difluorobenzyl)-3-(oxetan-3-yl)piperazine-2,5-dione ClC=1C=C(C(=NC1)N1C([C@@H](N(C(C1)=O)CC1=CC(=C(C=C1)F)F)C1COC1)=O)C